(S)-3-(benzo[d][1,3]dioxol-4-yloxy)-N-methyl-3-(5-bromofuran-2-yl)propan-1-amine O1COC2=C1C=CC=C2O[C@@H](CCNC)C=2OC(=CC2)Br